ClC1=CC(=NC=C1CO)C#N 4-Chloro-5-(hydroxymethyl)pyridine-2-carbonitrile